C(C)(C)(C)OC(=O)N1CCC(CC1)OC1=CC=C(NC=2C(=NC(=C(N2)OC)Cl)C(=O)OC)C=C1 methyl 3-[4-[(1-tert-butoxycarbonyl-4-piperidinyl) oxy] anilino]-6-chloro-5-methoxy-pyrazine-2-carboxylate